N1(N=CN=C1)CCCOC1=CC=C(C=C1)[C@H](CN(C(C)=O)C)O (R)-N-(2-(4-(3-(1H-1,2,4-Triazol-1-yl)propoxy)phenyl)-2-hydroxyethyl)-N-methylacetamide